FC(C(=O)O)(F)F.FC1=CC=C(C=C1)N1C(N2[C@@H](CNCC2)C1)=O (S)-2-(4-fluorophenyl)hexahydroimidazo[1,5-a]pyrazin-3(2H)-one trifluoroacetate